C(CCC)(=O)OC(CCCCCCC=O)CC 8-(butyryloxy)decanal